(2s,3R,5R)-3-((e)-(2-(3-ethyl-7-oxo-4,7-dihydropyrazolo[1,5-a]pyrimidine-5-carbonyl)hydrazono)methyl)-3-methyl-7-oxo-4-thia-1-azabicyclo[3.2.0]heptane-2-carboxylic acid 4,4-dioxide C(C)C=1C=NN2C1NC(=CC2=O)C(=O)N\N=C\[C@]2([C@@H](N1C(C[C@H]1S2(=O)=O)=O)C(=O)O)C